4-[2-(2,4,6-trifluorophenoxy-methyl)phenyl]piperidine FC1=C(OCC2=C(C=CC=C2)C2CCNCC2)C(=CC(=C1)F)F